[Cl-].[Zr+4].[Cl-].[Zr+4] zirconium chloride Zirconium chloride